N[C@H](C)C1=C(C(=CC(=C1)F)F)O (R)-2-(1-aminoethyl)-4,6-difluorophenol